4,4'-diamino-2,2'-bis(trifluoromethyl)-1,1'-biphenyl NC1=CC(=C(C=C1)C1=C(C=C(C=C1)N)C(F)(F)F)C(F)(F)F